bis(2-{bis[4-methoxybenzyl]amino carbonyloxy} ethyl)2,6-pyridinedicarboxylate COC1=CC=C(CN(C(=O)OCCOC(=O)C2=NC(=CC=C2)C(=O)OCCOC(=O)N(CC2=CC=C(C=C2)OC)CC2=CC=C(C=C2)OC)CC2=CC=C(C=C2)OC)C=C1